CCCCCCCCCC DECAN